C(CCC)(=O)OC[C@@H](CC)C |r| (+-)-2-METHYLBUTYL BUTANOATE